(R,R)-(1,4-diazabicyclo[3.2.2]nonan-4-yl)(3-(4-fluorophenyl)-3b,4,4a,5-tetrahydro-1H-cyclopropa[3,4]cyclopenta[1,2-c]pyrazol-1-yl)methanone N12CCN(C(CC1)CC2)C(=O)N2N=C(C1=C2C[C@@H]2[C@H]1C2)C2=CC=C(C=C2)F